Ethyl (S)-3-(3-(4-Hydroxy-1,5-dimethyl-2-oxo-1,2-dihydropyridin-3-yl)ureido)-3-(5'-methoxy-2'-methylbiphenyl-3-yl)propanoat OC1=C(C(N(C=C1C)C)=O)NC(N[C@@H](CC(=O)OCC)C=1C=C(C=CC1)C1=C(C=CC(=C1)OC)C)=O